3-(4-hydroxyphenyl)-2,7-dimethylquinazolin-4(3H)-one OC1=CC=C(C=C1)N1C(=NC2=CC(=CC=C2C1=O)C)C